N1=C(C=CC=C1)CC(=O)NC1=CC=C(N=N1)[C@H]1CN(CC1)C1=NN=C(S1)C(=O)NCC1=NC=CC(=C1)C(F)(F)F (R)-5-(3-(6-(2-(pyridin-2-yl)acetamido)pyridazin-3-yl)pyrrolidin-1-yl)-N-((4-(trifluoromethyl)pyridin-2-yl)methyl)-1,3,4-thiadiazole-2-carboxamide